2-[1-(2-Chloro-5-methoxy-pyridin-4-yl)-azetidin-3-yl]-1-(5-methyl-1,3,6,7,8,9-hexahydro-pyrrolo[3,4-c]isoquinolin-2-yl)-ethanone ClC1=NC=C(C(=C1)N1CC(C1)CC(=O)N1CC=2N=C(C=3CCCCC3C2C1)C)OC